tert-butyl (R)-4-(5-(6-(2-(3-fluorophenyl)pyrrolidin-1-yl)imidazo[1,2-b]pyridazin-3-yl)-3,6-dihydropyridin-1(2H)-yl)piperidine-1-carboxylate FC=1C=C(C=CC1)[C@@H]1N(CCC1)C=1C=CC=2N(N1)C(=CN2)C2=CCCN(C2)C2CCN(CC2)C(=O)OC(C)(C)C